COC1=CC(=CC(=C1O)OC)/C=C/C(=O)O[C@@H]2C[C@@](C[C@H]([C@H]2O)O)(C(=O)O)O 5-O-Sinapoylquinic acid